1,3-di(methylamino)propane CNCCCNC